N',N''-dihexyl-3,12-diimino-2,4,11,13-tetrazatetradecanediamidine C(CCCCC)NC(NC(NCCCCCCNC(NC(=NCCCCCC)N)=N)=N)=N